BrC1=CC=CC(=N1)C(=O)N1CC(C(=CC1)C1=C2C(=NC(=C1)NC(=O)C1CC1)NC=C2)C N-(4-(1-(6-bromopicolinoyl)-3-methyl-1,2,3,6-tetrahydropyridin-4-yl)-1H-pyrrolo[2,3-b]pyridin-6-yl)cyclopropylcarboxamide